FC1=C(C=CC(=C1)S(=O)(=O)C(C)(C)C1=C(C(=CC(=C1F)F)F)F)SC1=NC(=C(C(=N1)N1CCC(CC1)N(C(C)=O)C)OC)NC1=NNC(=C1)C N-(1-(2-((2-fluoro-4-((2-(2,3,5,6-tetrafluorophenyl)propan-2-yl)sulfonyl)phenyl)thio)-5-methoxy-6-((5-methyl-1H-pyrazol-3-yl)amino)pyrimidin-4-yl)piperidin-4-yl)-N-methylacetamide